4-(furan-2-ylmethyl)-3-oxo-3,4-dihydro-2H-benzo[b][1,4]thiazine-7-carboxylic acid O1C(=CC=C1)CN1C2=C(SCC1=O)C=C(C=C2)C(=O)O